[K].C1CCC2=C(C=3CCCC3C=C12)NC(=O)NS(=O)(=O)CC=1C=NC=CC1 N-((1,2,3,5,6,7-Hexahydro-s-indacen-4-yl)carbamoyl)-1-(pyridin-3-yl)methanesulfonamide, potassium salt